C1=CC=CC=2C3=CC=CC=C3C(C12)COC(=O)N([C@@H]1C(N(CC\C=C/C1)[C@H](C(=O)N(CC(=O)O)C)CC1=CC=C(C=C1)I)=O)C N-((S)-2-((S,Z)-3-((((9H-fluoren-9-yl)methoxy)carbonyl)(methyl)amino)-2-oxo-3,4,7,8-tetrahydroazocin-1(2H)-yl)-3-(4-iodophenyl)propanoyl)-N-methylglycine